1-(4-(4-AMINO-7-(1-(METHYLSULFONYL)PIPERIDIN-4-YL)-7H-PYRROLO[2,3-D]PYRIMIDIN-5-YL)-2-FLUOROPHENYL)-3-(4-((4-METHYLPIPERAZIN-1-YL)METHYL)-3-(TRIFLUOROMETHYL)PHENYL)UREA NC=1C2=C(N=CN1)N(C=C2C2=CC(=C(C=C2)NC(=O)NC2=CC(=C(C=C2)CN2CCN(CC2)C)C(F)(F)F)F)C2CCN(CC2)S(=O)(=O)C